N-[5-(hydroxymethyl)-2-pyridinyl]cyclopropanesulfonamide OCC=1C=CC(=NC1)NS(=O)(=O)C1CC1